CC1(N(CCC1)CCC1=C(C(=O)N)C=CC(=C1NC1=NN(C2=NC(=NC=C21)NC2=NC=NC=C2)C)F)C (2-(2,2-dimethylpyrrolidin-1-yl)ethyl)-4-fluoro-3-((1-methyl-6-(pyrimidin-4-ylamino)-1H-pyrazolo[3,4-d]pyrimidin-3-yl)amino)benzamide